NC1=CC(=C(C=N1)N1C[C@@H](N(CC1)C(=O)C1=NC=C(C(=C1)OC)C1=CC=C(C=C1)C(F)(F)F)[C@@H](C)O)OC [(R)-4-(6-Amino-4-methoxy-pyridin-3-yl)-2-((R)-1-hydroxy-ethyl)-piperazin-1-yl]-[4-methoxy-5-(4-trifluoromethyl-phenyl)-pyridin-2-yl]-methanone